COCCCC/C(/C1=CC=C(C=C1)C(F)(F)F)=N\O (E)-N-[5-methoxy-1-[4-(trifluoromethyl)phenyl]-pentylidene]hydroxylamine